O[C@@H](C(=O)O)C (R)-α-hydroxypropionic acid